(Z)-2-(4-chlorobenzylidene)-6-((2,6-difluorobenzyl)sulfonyl)-2H-benzo[b][1,4]thiazin-3(4H)-one ClC1=CC=C(\C=C/2\C(NC3=C(S2)C=CC(=C3)S(=O)(=O)CC3=C(C=CC=C3F)F)=O)C=C1